5-(4-Fluorobenzyl)-N-(4-methyl-5-oxo-4,5,6,7,8,9-hexahydropyrazolo[1,5-a][1,3]diazocin-6-yl)-4H-1,2,4-triazol-3-carboxamid FC1=CC=C(CC=2NC(=NN2)C(=O)NC2C(N(C=3N(CCC2)N=CC3)C)=O)C=C1